ClC1=NC(=CC(=C1)C=1C(=NN2C1N=C(C=C2)CCC(C)(C)O)C=2C=C(C#N)C=CC2)C 3-[3-(2-Chloro-6-methyl-4-pyridyl)-5-(3-hydroxy-3-methyl-butyl)pyrazolo[1,5-a]pyrimidin-2-yl]benzonitrile